N-[(1r,4r)-4-(3-chloro-4-cyanophenoxy)cyclohexyl]pyridazine-3-carboxamide ClC=1C=C(OC2CCC(CC2)NC(=O)C=2N=NC=CC2)C=CC1C#N